7-[[6-(Difluoro-methoxy)-3-pyridyl]methyl]-2-azaspiro[3.5]nonane FC(OC1=CC=C(C=N1)CC1CCC2(CNC2)CC1)F